C(C)(C)N1N=CC=2C1=NC(=NC2NC2=NNC(=C2)C)N 1-isopropyl-N4-(5-methyl-1H-pyrazol-3-yl)-1H-pyrazolo[3,4-d]Pyrimidine-4,6-diamine